FC1=C(C(C(=O)O)=C(C(=C1F)F)F)O 3,4,5,6-tetrafluorosalicylic acid